6-[(2S)-2-aminopropyl]-2-chloro-5-fluoro-7-methyl-N-[(1,3-thiazol-S-yl)methyl]-7H-pyrrolo[2,3-d]pyrimidin-4-amine N[C@H](CC1=C(C2=C(N=C(N=C2NCS2C=NC=C2)Cl)N1C)F)C